methyl 3-[[4-chloro-6-(2,6-dimethylphenyl)pyrimidin-2-yl]sulfamoyl]benzoate ClC1=NC(=NC(=C1)C1=C(C=CC=C1C)C)NS(=O)(=O)C=1C=C(C(=O)OC)C=CC1